2-ethyl-6-methyl-N-(3-(4-(6-(trifluoromethyl)pyridin-3-yl)phenyl)propyl)thieno[2,3-d]pyrimidin C(C)C1N=CC2=C(N1CCCC1=CC=C(C=C1)C=1C=NC(=CC1)C(F)(F)F)SC(=C2)C